C(C)(C)(C)C1=NOC(=N1)C(=O)NCC1=C(C=C(C=C1)C1=C(C=NC=C1)N1CCN(CC1)C(=O)OC(C)(C)C)C(F)F tert-butyl 4-(4-(4-((3-(tert-butyl)-1,2,4-oxadiazole-5-carboxamido)methyl)-3-(difluoromethyl)phenyl)pyridin-3-yl)piperazine-1-carboxylate